FC(C1=CC=CC(=N1)C1=CC=C(C=C1)[C@@H](C)N1N=CC2=C(C=CC(=C12)C(=O)O)C#CC)F (R)-1-(1-(4-(6-(difluoromethyl)pyridin-2-yl)phenyl)ethyl)-4-(propane-1-yn-1-yl)-1H-Indazole-7-carboxylic acid